CC(CC)N1C(C=2N(C=3N(C(C2C1)=O)N=C(C3)C(C)(C)C)CC(=O)OCC)=O ethyl {6-[butan-2-yl]-2-tert-butyl-5,8-dioxo-5,6,7,8-tetrahydro-4H-pyrazolo[1,5-a]pyrrolo[3,4-d]pyrimidin-4-yl}acetate